I.C(CC)(=N)N propionamidine hydroiodide